C(C)OCC1=NC(=CC(=N1)C1=NC=2C=CC3=C(C2C=C1)C1=C(S3)CN[C@@H](CN1)C)C#C (R)-3-(2-(ethoxymethyl)-6-ethynylpyrimidin-4-yl)-10-methyl-9,10,11,12-tetrahydro-8H-[1,4]diazepino[5',6':4,5]thieno[3,2-f]quinolin